C12CCCC(CCC1)C2 bicyclo[3.3.1]nonane